Cl.CN(CCC1=CNC2=CC=CC(=C12)OC(=O)C1COCC1)C tetrahydrofuran-3-carboxylic acid 3-(2-(dimethylamino) ethyl)-1H-indol-4-yl ester hydrochloride